CNCCCNC(CCCCCCCC)=O N-[3-(methylamino)propyl]nonanamide